O1COC2=C1C=CC(=C2)/C=C/C(=O)C2=CC=C(C=C2)OCC(CN2CCN(CC2)C2=CC=CC=C2)O (E)-3-(1,3-Benzodioxol-5-yl)-1-[4-[2-hydroxy-3-(4-phenylpiperazin-1-yl)propoxy]phenyl]prop-2-en-1-one